FC1CC(C1)CO (3-fluorocyclobutyl)methanol